[Si](C)(C)(C(C)(C)C)OCCN1N=C(C(=C1CN1[C@H](CCC1)C(C)O)I)OCC 1-[(2R)-1-[[2-[2-[tert-butyl(dimethyl)silyl]oxyethyl]-5-ethoxy-4-iodo-pyrazol-3-yl]methyl]pyrrolidin-2-yl]ethanol